CC1=C(C(=CC=C1)C)C1=CC(OC2=CC(=CC=C12)O)=O 4-(2,6-dimethylphenyl)-7-hydroxy-2H-chromen-2-one